N-(2-aminoethyl)-methanesulfonamide NCCNS(=O)(=O)C